FC1=CC=C2C=C(C=NC2=C1F)C=1OC(CC(N1)COC1=CC=CC=C1)(C)C 2-(7,8-difluoro-3-quinolyl)-6,6-dimethyl-4-(phenoxymethyl)-4,5-dihydro-1,3-oxazine